C(C)(=O)N1CC2(CN(C2)C2=NN=C(S2)C=2C(=CC(=NC2)C2=CC=C3N2N=CC(=C3)C#N)NC(C)C)C1 7-(5-(5-(6-acetyl-2,6-diazaspiro[3.3]hept-2-yl)-1,3,4-thiadiazol-2-yl)-4-(isopropylamino)pyridin-2-yl)pyrrolo[1,2-b]pyridazine-3-carbonitrile